CC(C=O)CC=C(CC)C 2,5-dimethylhept-4-enal